C(C)(C)(C)OC(=O)N1CCN(CC1)C1=C(C(=NC2=C(C=CC=C12)OC1=C2C=NNC2=CC(=C1Cl)F)OC1=C2CN(CC2=CC=C1)C)C#N 4-(8-((5-chloro-6-fluoro-1H-indazol-4-yl)oxy)-3-cyano-2-((2-methylisoindolin-4-yl)oxy)quinolin-4-yl)piperazine-1-carboxylic acid tert-butyl ester